Cl.NC=1C2=C(N=C(N1)Cl)N(C=C2C=2SC=CN2)[C@H]2[C@@H]([C@@H]([C@H](C2)CN)O)O (1R,2S,3R,5R)-3-[4-amino-2-chloro-5-(1,3-thiazol-2-yl)pyrrolo[2,3-d]pyrimidin-7-yl]-5-(aminomethyl)cyclopentane-1,2-diol HCl salt